FC1=C(SC(=C1)[C@H]1C[C@H](NCC1)C)C(=O)NC=1C=C(C=2N(C1)C=C(N2)C)F 3-fluoro-N-[8-fluoro-2-methylimidazo[1,2-a]pyridin-6-yl]-5-[(2R,4R)-2-methylpiperidin-4-yl]thiophene-2-carboxamide